BrC1=CN2C(S1)=C(C=N2)C(=O)N 2-bromopyrazolo[5,1-b]Thiazole-7-carboxamide